NC1=NC=2C=CC(=CC2C2=C1COC2)C(=O)N(CC2=NC=C(C=C2)C#CC)C(C)C 4-amino-N-isopropyl-N-((5-(prop-1-yn-1-yl)pyridin-2-yl)methyl)-1,3-dihydrofuro[3,4-c]quinoline-8-carboxamide